((4-(tert-butoxycarbonyl)phenyl)amino)propionic acid C(C)(C)(C)OC(=O)C1=CC=C(C=C1)NC(C(=O)O)C